CSC1=NC=C(C=N1)N 2-(methylsulfanyl)pyrimidin-5-amine